4-(4-(4-Acetylpiperazin-1-yl)piperidin-1-yl)-6-(1-methyl-1H-pyrazol-4-yl)pyrazolo[1,5-a]pyridine-3-carbonitrile C(C)(=O)N1CCN(CC1)C1CCN(CC1)C=1C=2N(C=C(C1)C=1C=NN(C1)C)N=CC2C#N